methyl N-[5-[6-[(4-fluoro-3-methoxy-phenyl)-methyl-carbamoyl]imidazo[1,2-b]pyridazin-3-yl]-2-pyridyl]carbamate FC1=C(C=C(C=C1)N(C(=O)C=1C=CC=2N(N1)C(=CN2)C=2C=CC(=NC2)NC(OC)=O)C)OC